5-[5-(4-fluoro-2-isopropoxy-phenyl)-4-(5-prop-2-enoyl-6,7-dihydro-4H-pyrazolo[1,5-a]pyrazin-2-yl)pyrimidin-2-yl]-1-methyl-pyridin-2-one FC1=CC(=C(C=C1)C=1C(=NC(=NC1)C=1C=CC(N(C1)C)=O)C1=NN2C(CN(CC2)C(C=C)=O)=C1)OC(C)C